CC(CCCC=CCCCCCCCCC1C(=O)OC(C1)=O)C 14-methyl-9-pentadecenyl-succinic anhydride